2-(2-chloro-5-methoxyphenyl)ethan-1-amine ClC1=C(C=C(C=C1)OC)CCN